CS(=O)(=O)OC1=C(C=CC=C1)C1CC(=NO1)C=1N=C(SC1)C1CCN(CC1)C(CN1N=C(C=C1C(F)F)C(F)F)=O 2-{3-[2-(1-{[3,5-bis(difluoromethyl)-1H-pyrazol-1-yl]acetyl}piperidine-4-yl)-1,3-thiazol-4-yl]-4,5-dihydro-1,2-oxazol-5-yl}phenyl methanesulfonate